C1(=CC=CC=2CCCCC12)C(=O)NC1=CC=C(C(=O)O)C=C1 4-(5,6,7,8-tetrahydronaphthalene-1-carboxamido)benzoic acid